ethyl N-methyl-N-(2-(1-trityl-1H-imidazol-4-yl)-6,7-dihydro-5H-cyclopenta[d]pyrimidin-4-yl)glycinate CN(CC(=O)OCC)C=1C2=C(N=C(N1)C=1N=CN(C1)C(C1=CC=CC=C1)(C1=CC=CC=C1)C1=CC=CC=C1)CCC2